2-[methyl[2-(pyridin-2-yl)-5H,6H,7H-cyclopenta[d]pyrimidin-4-yl]amino]-N-(pyridin-2-ylmethyl)acetamide formate C(=O)O.CN(CC(=O)NCC1=NC=CC=C1)C=1C2=C(N=C(N1)C1=NC=CC=C1)CCC2